O1CCC(CC1)C=1SC2=C(N1)C=CC=C2 2-(tetrahydro-2H-pyran-4-yl)benzothiazole